BrC1=C(C(=O)NNC(C(=O)OCC)=O)C=C(C=C1)OC(F)(F)F ethyl 2-(2-(2-bromo-5-(trifluoromethoxy)benzoyl)hydrazineyl)-2-oxoacetate